C(C)OC(C)N1N=CC(=C1)C=1N=CC(=NC1OC(C)C)N 5-(1-(1-ethoxyethyl)-1H-pyrazol-4-yl)-6-isopropoxypyrazin-2-amine